2,3-dihydro-7-(3,4-dimethylphenyl)-1H-inden-4-amine CC=1C=C(C=CC1C)C1=CC=C(C=2CCCC12)N